CN1CC2C(N(C=3C=CC(=CC23)C)C(=O)C2=NC(=NC=C2)OC)CC1 (2,8-dimethyl-1,2,3,4,4a,9b-hexahydro-5H-pyrido[4,3-b]indol-5-yl)(2-methoxypyrimidin-4-yl)methanone